COC1=CC=C(CN(C2=C3NC(NC3=NC=N2)=O)CC2=CC=C(C=C2)OC)C=C1 6-(bis(4-methoxybenzyl)amino)-8-oxo-7,8-dihydro-9H-purine